(R)-3-(Benzyloxy)-4-(6-(2-(dimethylamino)ethoxy)-8-((tetrahydrofuran-3-yl)amino)-1,2,3,4-tetrahydroisoquinoline-2-carbonyl)-5-hydroxybenzonitrile C(C1=CC=CC=C1)OC=1C=C(C#N)C=C(C1C(=O)N1CC2=C(C=C(C=C2CC1)OCCN(C)C)N[C@H]1COCC1)O